1-[3-fluoro-5-methoxy-4-(4,4,5,5-tetramethyl-1,3,2-dioxaborolan-2-yl)phenyl]triazole FC=1C=C(C=C(C1B1OC(C(O1)(C)C)(C)C)OC)N1N=NC=C1